C(C)(=O)O[C@H]1[C@@H](SC=2C=NC=C(C2)Br)O[C@@H]([C@@H]([C@@H]1N=[N+]=[N-])OC(C)=O)COC(C)=O 5-bromopyridin-3-yl 2,4,6-tri-O-acetyl-3-azido-3-deoxy-1-thio-α-D-galactopyranoside